(S)-4-(5-chloro-2-((1-(tetrahydro-2H-pyran-4-yl)-1H-pyrazol-4-yl)amino)pyrimidin-4-yl)-N-(1-cyanoethyl)benzamide ClC=1C(=NC(=NC1)NC=1C=NN(C1)C1CCOCC1)C1=CC=C(C(=O)N[C@@H](C)C#N)C=C1